Trans-3-((tert-butoxycarbonyl)amino)-4-(3,4-dihydroisoquinolin-2(1H)-yl)piperidine-1-carboxylic acid benzyl ester C(C1=CC=CC=C1)OC(=O)N1C[C@H]([C@@H](CC1)N1CC2=CC=CC=C2CC1)NC(=O)OC(C)(C)C